CN(C1CC2=C(N(N=C2CC1)C1=NC=CC=C1)O)CC1=CC2=CC=CC=C2C=C1 5-[Methyl(naphthalen-2-ylmethyl)amino]-2-(pyridin-2-yl)-4,5,6,7-tetrahydro-2H-indazol-3-ol